tert-Butyl 3-(2-chloro-4-dimethylphosphoryl-phenyl)-1,4-oxazepane-4-carboxylate ClC1=C(C=CC(=C1)P(=O)(C)C)C1COCCCN1C(=O)OC(C)(C)C